Cl[Si](O[Si](O[Si](O[Si](Cl)(C)C)(C)C)(C)C)(C)C 1,7-dichlorooctamethyltetrasiloxane